C(C1=CC=CC=C1)N(C(O)=O)C1CN(C1)C=1N=C(C2=C(N1)CN(CC2)C2=CC(=CC1=CC=C(C(=C21)CC)F)OCOC)OC.C(=C)N2C(COCC2)=O vinyl-morpholinone benzyl-(1-(7-(8-ethyl-7-fluoro-3-(methoxymethoxy)naphthalen-1-yl)-4-methoxy-5,6,7,8-tetrahydropyrido[3,4-d]pyrimidin-2-yl)azetidin-3-yl)carbamate